benzyl (5-methyl-5,6-dihydro-4H-cyclopenta[b]thiophen-5-yl)carbamate CC1(CC2=C(SC=C2)C1)NC(OCC1=CC=CC=C1)=O